2-[4-[4-(aminomethyl)-1-oxo-2H-phthalazin-6-yl]-2-methyl-pyrazol-3-yl]thieno[3,2-c]pyridine-3-carbonitrile NCC1=NNC(C2=CC=C(C=C12)C1=C(N(N=C1)C)C1=C(C=2C=NC=CC2S1)C#N)=O